FC1=C(OC2=C(N=C(S2)C(=O)N)C)C=CC(=C1)N1N=C2N(C1=O)[C@@H](CC2)C2=CC=C(C=C2)F (S)-5-(2-fluoro-4-(5-(4-fluorophenyl)-3-oxo-6,7-dihydro-3H-pyrrolo[2,1-c][1,2,4]triazol-2(5H)-yl)phenoxy)-4-methylthiazole-2-carboxamide